N-(9-methyl-9-azabicyclo[3.3.1]nonan-3-yl)-3,4-dihydro-1H-[1,4]oxazino[4,3-a]indole-10-carboxamide formate C(=O)O.CN1C2CC(CC1CCC2)NC(=O)C2=C1N(C=3C=CC=CC23)CCOC1